7-[(7S)-2,7-dimethyl-3-(3,4,5-trifluorophenyl)-5,7-dihydro-4H-pyrazolo[3,4-c]pyridine-6-carbonyl]-3H-1,3-benzoxazol-2-one CN1N=C2[C@@H](N(CCC2=C1C1=CC(=C(C(=C1)F)F)F)C(=O)C1=CC=CC=2NC(OC21)=O)C